tert-Butyl (S)-6-diazo-2-((S)-2-(dimethylamino)-3-phenylpropanamido)-5-oxohexanoate [N+](=[N-])=CC(CC[C@@H](C(=O)OC(C)(C)C)NC([C@H](CC1=CC=CC=C1)N(C)C)=O)=O